ClC=1C=C(C=CC1Cl)C(C(=O)NNC(=O)C1CN(CC12CN(C2)C(=O)C2(CC2)C(F)(F)F)C(=O)OC(C)(C)C)(F)F tert-butyl 8-(2-(2-(3,4-dichlorophenyl)-2,2-difluoroacetyl)hydrazine-1-carbonyl)-2-(1-(trifluoromethyl) cyclopropane-1-carbonyl)-2,6-diazaspiro[3.4]octane-6-carboxylate